ClC1=CC=C(C=C1)N(C(=O)C1=NC(=CN=C1)C1=CC=C(C=C1)CC)C N-(4-chlorophenyl)-6-(4-ethylphenyl)-N-methylpyrazine-2-carboxamide